N=1CC(C=CC1)(C=1C=CC=NC1)C1=C(C=CC=C1)C1=CC(=CC=C1)C1=C(C=CC=C1)C1(CN=CC=C1)C=1C=CC=NC1 1,3-bis(3,5-bipyridine-3-yl-phenyl)benzene